1-(but-1,3-diene-1-yl)-3-fluorobenzene C(=CC=C)C1=CC(=CC=C1)F